C1(CC1)N1C(C(=C(C1=O)C1=CC=CC=C1)C1=CC=CC=C1)=O 1-cyclopropyl-3,4-diphenylpyrrole-2,5-dione